FC1=C(N)C(=CC=C1F)OC 2,3-difluoro-6-methoxyaniline